9-((5-((3S,5S)-3-amino-3-(2,2-difluoroethyl)-5-methylpiperidin-1-yl)-2-(4-fluorophenyl)pyridin-4-yl)methyl)-9H-purin-6-amine N[C@]1(CN(C[C@H](C1)C)C=1C(=CC(=NC1)C1=CC=C(C=C1)F)CN1C2=NC=NC(=C2N=C1)N)CC(F)F